O=C1C=CN(C=C1)C(=O)OC(C)(C)C tert-butyl 4-oxopyridine-1(4H)-carboxylate